NC=1C=C2C(N(C(=NC2=CC1)C=1C=NC=CC1)CCOC)=O 6-amino-3-(2-methoxyethyl)-2-(pyridin-3-yl)quinazolin-4(3H)-one